1-(6,7-dihydro-5H-benzo[6,7]cyclohepta[1,2-c]pyridazin-3-yl)-N3-(2-(1-methylpiperidin-4-yl)-1,2,3,4-tetrahydroisoquinolin-7-yl)-1H-1,2,4-triazole-3,5-diamine N1=NC(=CC2=C1C1=C(CCC2)C=CC=C1)N1N=C(N=C1N)NC1=CC=C2CCN(CC2=C1)C1CCN(CC1)C